ClC1=C(C(=CC(=C1)C1CC1)C)B1OC(C(O1)(C)C)(C)C 2-(2-chloro-4-cyclopropyl-6-methyl-phenyl)-4,4,5,5-tetramethyl-1,3,2-dioxaborolane